tetraglyceryl tetraoleate C(CCCCCCC\C=C/CCCCCCCC)(=O)OCC(O)CO.C(CCCCCCC\C=C/CCCCCCCC)(=O)OCC(O)CO.C(CCCCCCC\C=C/CCCCCCCC)(=O)OCC(O)CO.C(CCCCCCC\C=C/CCCCCCCC)(=O)OCC(O)CO